di-vinyl di-(dithiocarbamate) C(N)(SC=C)=S.C(N)(SC=C)=S